N(=[N+]=[N-])CC1(COC1)CN=[N+]=[N-] bis-azidomethyl-oxetane